1H-benzo[d]imidazole-2-d N1C(=NC2=C1C=CC=C2)[2H]